The molecule is a 2,3-diacyl-sn-glycerol in which the 2- and 3-acyl groups are both specified as oleoyl. It is a 2,3-diacyl-sn-glycerol and a dioleoylglycerol. It derives from an oleic acid. It is an enantiomer of a 1,2-dioleoyl-sn-glycerol. CCCCCCCC/C=C\\CCCCCCCC(=O)OC[C@@H](CO)OC(=O)CCCCCCC/C=C\\CCCCCCCC